2-chloro-N-(3-(5-methyl-1H-benzo[d]imidazol-2-yl)-1H-pyrazol-4-yl)pyrimidin-4-amine ClC1=NC=CC(=N1)NC=1C(=NNC1)C1=NC2=C(N1)C=CC(=C2)C